2,6-dichloropyrimidin ClC1=NC(=CC=N1)Cl